FC(COC1=NOC(=C1)C(=O)NC=1C(=NC=NC1C1CC(C(CC1)=O)C)C1=C(C=CC(=C1)F)F)F 3-(2,2-difluoroethoxy)-N-(4-(2,5-difluorophenyl)-6-(3-methyl-4-oxocyclohexyl)pyrimidin-5-yl)isoxazole-5-carboxamide